(R)-3-(tert-butyl)-N-(2-methyl-4-(6-((5-methyl-4,5,6,7-tetrahydropyrazolo[1,5-a]pyrazin-2-yl)amino)pyrimidin-4-yl)benzyl)pyrrolidine-1-carboxamide C(C)(C)(C)[C@@H]1CN(CC1)C(=O)NCC1=C(C=C(C=C1)C1=NC=NC(=C1)NC1=NN2C(CN(CC2)C)=C1)C